(4-(((((1R,4R)-4-((2-Methoxybenzamido)methyl)-4-(thiophen-3-yl)cyclohexyl)oxy)carbonyl)amino)butyl)triphenylphosphonium iodide [I-].COC1=C(C(=O)NCC2(CCC(CC2)OC(=O)NCCCC[P+](C2=CC=CC=C2)(C2=CC=CC=C2)C2=CC=CC=C2)C2=CSC=C2)C=CC=C1